2,4-dichloro-6-(2-methoxyphenyl)-7-nitroquinazoline ClC1=NC2=CC(=C(C=C2C(=N1)Cl)C1=C(C=CC=C1)OC)[N+](=O)[O-]